2-(octylthio)-ethyl alcohol C(CCCCCCC)SCCO